2-nitrophenyl-sulfonamide [N+](=O)([O-])C1=C(C=CC=C1)S(=O)(=O)N